n-butyltrimethylammonium bis(trifluoromethanesulfonyl)imide [N-](S(=O)(=O)C(F)(F)F)S(=O)(=O)C(F)(F)F.C(CCC)[N+](C)(C)C